N-((3S,4S)-1-(5-(3-cyano-6-ethoxypyrazolo[1,5-a]pyridin-4-yl)pyridin-2-yl)-3-hydroxypiperidin-4-yl)-1-(trifluoromethyl)cyclopropane-1-carboxamide C(#N)C=1C=NN2C1C(=CC(=C2)OCC)C=2C=CC(=NC2)N2C[C@@H]([C@H](CC2)NC(=O)C2(CC2)C(F)(F)F)O